tert-butyl((1s,3s)-3-(4-(2-(4-((2-(2-oxo-6-azaspiro[3.3]heptane-6-yl)pyrimidine-5-yl)methoxy)phenyl)propan-2-yl)phenoxy)cyclobutyl)carbamate C(C)(C)(C)OC(NC1CC(C1)OC1=CC=C(C=C1)C(C)(C)C1=CC=C(C=C1)OCC=1C=NC(=NC1)N1CC2(CC(C2)=O)C1)=O